4-(2,3-dichlorophenyl)-1,4-dihydro-2,6-dimethyl-3,5-pyridinedicarboxylic acid methylethyl ester CC(C)OC(=O)C1=C(NC(=C(C1C1=C(C(=CC=C1)Cl)Cl)C(=O)O)C)C